FC(S(=O)(=O)OC1=C(CSC1)C(=O)OC)(F)F methyl 4-{[(trifluoromethyl)sulfonyl]oxy}-2,5-dihydrothiophene-3-carboxylate